BrC=1C=C(C=C2C(C(=COC12)C=O)=O)C 8-bromo-6-methyl-4-oxo-chromene-3-carbaldehyde